ClCC(=O)NCC1(CCCCC1)O 2-chloro-N-((1-hydroxycyclohexyl)methyl)acetamide